2-Chloro-4-{6-[2-(7-fluoro-5-methoxy-2-methyl-indol-1-yl)-ethylamino]-pyrimidin-4-yl}-6-propyl-benzoic acid ClC1=C(C(=O)O)C(=CC(=C1)C1=NC=NC(=C1)NCCN1C(=CC2=CC(=CC(=C12)F)OC)C)CCC